COC(C1=CC(=C(C=C1)NC1=NC=C(C=N1)Cl)F)=O.FC=1C(=C(C=CC1F)[C@H]1[C@@H](S[C@](C1)(C(F)(F)F)C)C(=O)NC1=CC(=CC=C1)C=O)OC (2R,3S,5R)-3-(3,4-difluoro-2-methoxyphenyl)-N-(3-formylphenyl)-5-methyl-5-(trifluoromethyl)tetrahydrothiophene-2-carboxamide methyl-4-(5-chloropyrimidin-2-ylamino)-3-fluorobenzoate